ClC=1C=C2CN(C3(C2=CC1)C=CC(CC3)=O)C[C@H](COCC3=CC=C(C=C3)OC)C 5'-chloro-2'-{(2R)-3-[(4-methoxyphenyl)methoxy]-2-methylpropyl}-2',3'-dihydrospiro[cyclohex-2-ene-1,1'-isoindol]-4-one